C(C1=CC=CC=C1)C1=C(C(=CC=C1N)C1=CC=CC=C1)N benzylbiphenyl-2,4-diamine